N[C@H](CNC1=NC(=C2C(=N1)N(N=C2)C)NC2=CC=C(C=C2)Cl)C2=CC=CC=C2 N6-[(2S)-2-amino-2-phenyl-ethyl]-N4-(4-chlorophenyl)-1-methyl-pyrazolo[3,4-d]pyrimidine-4,6-diamine